(S)-1-(3-(2-chloro-3-fluorophenyl)imidazo[1,5-a]pyrazin-8-yl)-4'H,6'H-spiro[piperidine-4,5'-pyrrolo[1,2-b]pyrazol]-4'-amine ClC1=C(C=CC=C1F)C1=NC=C2N1C=CN=C2N2CCC1([C@@H](C=3N(N=CC3)C1)N)CC2